1-((2-acetyl-2-azabicyclo[2.1.1]hexan-1-yl)methyl)-2-(4-(6-((4-cyano-2-fluorobenzyl)oxy)pyridin-2-yl)-2,5-difluorobenzyl)-1H-benzo[d]imidazole-6-carboxylic acid C(C)(=O)N1C2(CC(C1)C2)CN2C(=NC1=C2C=C(C=C1)C(=O)O)CC1=C(C=C(C(=C1)F)C1=NC(=CC=C1)OCC1=C(C=C(C=C1)C#N)F)F